5-(2-chloro-5-(isobutyrylaminomethyl)benzoylamino)-N-(3-chloro-5-fluorophenyl)-1-(methoxymethyl)-1H-indole-2-carboxamide ClC1=C(C(=O)NC=2C=C3C=C(N(C3=CC2)COC)C(=O)NC2=CC(=CC(=C2)F)Cl)C=C(C=C1)CNC(C(C)C)=O